FC(OC=1C=CC(=NC1)NC1CCN(CC1)S(=O)(=O)C1=CC=C(C=C1)C=1C=C2C(=CNC2=CC1)C#N)(F)F 5-{4-[(4-{[5-(trifluoromethoxy)pyridin-2-yl]Amino}piperidin-1-yl)sulfonyl]phenyl}-1H-indole-3-carbonitrile